N-2,2,2-trifluoroethylisatin imine FC(CN1C(C(=O)C2=CC=CC=C12)=N)(F)F